NC1=C(C2=C(N=C(N=C2C2=C(C(=NC=C2)OC)C#N)C)N1C1=C(C(=CC=C1C)OCC1=CC=CC=C1)C)C(=O)OC methyl 6-amino-7-(3-benzyloxy-2,6-dimethylphenyl)-4-(3-cyano-2-methoxypyridin-4-yl)-2-methyl-7H-pyrrolo[2,3-d]pyrimidine-5-carboxylate